COC(N1CCN(CC1)C)OC 1-(dimethoxymethyl)-4-methylpiperazine